CC(CO)(C)C1C(CC2(CC1=O)CC(C(C(C2)=O)C(CO)(C)C)=O)=O 3,9-bis(1,1-dimethyl-2-hydroxyethyl)-2,4,8,10-tetraoxospiro[5.5]undecane